tert-butyl (R)-(3-hydroxypiperidin-1-yl)carboxylate O[C@H]1CN(CCC1)C(=O)OC(C)(C)C